N-(2-bromo-6-(cyclopropylcarbamoyl)-4-fluorophenyl)tetrahydro-2H-pyran-3-carboxamide BrC1=C(C(=CC(=C1)F)C(NC1CC1)=O)NC(=O)C1COCCC1